2-chloro-6-(3-vinyl-tetrahydrofuran-3-yl)pyridine ClC1=NC(=CC=C1)C1(COCC1)C=C